N-[(2E)-3-[(2,3-dihydro-1-benzofuran-5-yl)(imino)oxo-λ6-sulfanyl]prop-2-en-1-yl]-2-oxo-1,2,5,6,7,8-hexahydroquinoline-3-carboxamide O1CCC2=C1C=CC(=C2)S(/C=C/CNC(=O)C=2C(NC=1CCCCC1C2)=O)(=O)=N